C(C)(C)(C)C1=CC=C(NC(C#CC2=CC=CC=C2)C2=CC=CC=C2)C=C1 4-(Tert-butyl)-N-(1,3-diphenylprop-2-yn-1-yl)aniline